C(C)C=1SC(=C(N1)C1=CC=CC=C1)OC1=CC(=NC=C1)NC1=NC=C(C(=O)N)C=C1 6-((4-((2-Ethyl-4-phenylthiazol-5-yl)oxy)pyridin-2-yl)amino)nicotinamide